ClC1=C(C(=O)N2C[C@H](N(CC2)C=2C=CC(=NC2C(=O)NCCNC)C=2C(=NC=CC2)OCC)CC)C=CC(=C1)OC1CC1 5-[(2R)-4-(2-chloro-4-cyclopropoxybenzoyl)-2-ethylpiperazin-1-yl]-2'-ethoxy-N-[2-(methylamino)ethyl]-[2,3'-bipyridine]-6-carboxamide